6-[[4-[[(1S)-2-hydroxy-1-phenyl-ethyl]amino]-5-[3-(trifluoromethyl)-1H-1,2,4-triazol-5-yl]pyrimidin-2-yl]amino]-3,4-dihydro-1H-quinolin-2-one OC[C@H](C1=CC=CC=C1)NC1=NC(=NC=C1C1=NC(=NN1)C(F)(F)F)NC=1C=C2CCC(NC2=CC1)=O